5-bromo-6-methyl-4-nitro-indane BrC=1C(=C2CCCC2=CC1C)[N+](=O)[O-]